(4-chlorophenyl)-N-methyl-[1,2,4]triazolo[4,3-a]quinazolin-5-amine ClC1=CC=C(C=C1)C1=NN=C2N1C1=CC=CC=C1C(=N2)NC